6-((1S,4S)-2,5-Diazabicyclo[2.2.1]heptan-2-yl)-N-(5-(trifluoromethyl)pyridin-3-yl)pyrido[3,2-d]pyrimidin-4-amine [C@@H]12N(C[C@@H](NC1)C2)C=2C=CC=1N=CN=C(C1N2)NC=2C=NC=C(C2)C(F)(F)F